(13C5,15N2)-L-glutamine [15NH2][13C@@H]([13CH2][13CH2][13C]([15NH2])=O)[13C](=O)O